ClC=1C=C(C(=O)N=C2NCCN2)C=CC1NC1=CC(=CC=C1)NC(C(C)C)=O 3-chloro-N-[(2E)-imidazolidin-2-ylidene]-4-{[3-(2-methylpropionylamino)phenyl]amino}benzamide